CN(CCC(=O)N1CC=2N(CC1)N=C(C2C2=CC(=NC=C2)C)C2=CC=C(C=C2)F)C 3-(dimethylamino)-1-(2-(4-fluorophenyl)-3-(2-methylpyridin-4-yl)-6,7-dihydropyrazolo[1,5-a]pyrazin-5(4H)-yl)propan-1-one